N-{3-[4-(1-methyl-4-piperidylamino)-1-(2,2,2-trifluoroethyl)-6-indolyl]-2-propynyl}-1-methyl-4-pyrazolecarboxamide CN1CCC(CC1)NC1=C2C=CN(C2=CC(=C1)C#CCNC(=O)C=1C=NN(C1)C)CC(F)(F)F